C(C1=CC=CC=C1)C1(S(CC1)(=O)=O)N benzyl-amino-thietane 1,1-dioxide